2-(4-chloro-2,5-dimethoxyphenyl)-N-[(4-methoxyphenyl)methyl]ethylamine ClC1=CC(=C(C=C1OC)CCNCC1=CC=C(C=C1)OC)OC